N-(4-fluoro-5-(tributylstannyl)-2-((3S,5R)-3,4,5-trimethylpiperazin-1-yl)phenyl)-4-(trifluoromethyl)-6-(2-(trimethylsilyl)ethoxy)nicotinamide FC1=CC(=C(C=C1[Sn](CCCC)(CCCC)CCCC)NC(C1=CN=C(C=C1C(F)(F)F)OCC[Si](C)(C)C)=O)N1C[C@@H](N([C@@H](C1)C)C)C